[Si](C)(C)(C(C)(C)C)OCC(CCCC(C(=O)OC(C)(C)C)(C)C1=CC(=CC=C1)\C=C\C(=O)OCC)(C)C tert-butyl (E)-7-((tert-butyldimethylsilyl)oxy)-2-(3-(3-ethoxy-3-oxoprop-1-en-1-yl)phenyl)-2,6,6-trimethylheptanoate